O=C1N(CCC(N1)=O)C1=C(CN2C[C@@H](CCC2)C2=CC=C(C=C2)N2N=C3C(=CC=CC3=C2)C(=O)N)C=CC=C1 (S)-2-(4-(1-(2-(2,4-dioxotetrahydropyrimidin-1(2H)-yl)benzyl)piperidin-3-yl)phenyl)-2H-indazole-7-carboxamide